acryloxy benzoate C(C1=CC=CC=C1)(=O)OOC(C=C)=O